(5'S,7a'R)-1-(1,3-benzothiazole-2-carbonyl)-5'-(3,5-difluoro-phenyl)tetrahydro-3'H-spiro[piperidine-4,2'-pyrrolo[2,1-b]-[1,3]oxazol]-3'-one S1C(=NC2=C1C=CC=C2)C(=O)N2CCC1(C(N3[C@H](O1)CC[C@H]3C3=CC(=CC(=C3)F)F)=O)CC2